[Cl-].[Mn+2].C(C)C=1C(=C(C(=C(C1OC)O)C=N)C=N)CC.[Cl-] ethyl-ethylbisiminomethylguaiacol manganese chloride